N-(3-(1,1-difluoropropyl)phenyl)-1-(6-hydroxypyridazin-3-yl)-3-methyl-5-oxo-4,5-dihydro-1H-pyrazole-4-carboxamide FC(CC)(F)C=1C=C(C=CC1)NC(=O)C1C(=NN(C1=O)C=1N=NC(=CC1)O)C